C1(CCCC1)NC(C(F)(F)C=1C=C(C(=O)NC2=CC(=C(C=C2)F)F)C=CC1F)=O 3-(2-(cyclopentylamino)-1,1-difluoro-2-oxoethyl)-N-(3,4-difluorophenyl)-4-fluorobenzamide